manganese iron thiocyanate [Fe](SC#N)SC#N.[Mn]